azobis(2-methylpropionamide) disulfate S(=O)(=O)(O)OS(=O)(=O)O.N(=NC(C(=O)N)(C)C)C(C(=O)N)(C)C